(1s,3s)-3-(((2,2-difluoro-1-hydroxy-7-(trifluoromethylsulfanyl)-2,3-dihydro-1H-inden-4-yl)oxy)methyl)cyclobutane-1-carbonitrile FC1([C@H](C2=C(C=CC(=C2C1)OCC1CC(C1)C#N)SC(F)(F)F)O)F